C(C)(C)(C)OC(=O)N1CC(C[C@H](C1)N1C(CCC1=O)C)(F)F (5R)-3,3-difluoro-5-(2-methyl-5-oxopyrrolidin-1-yl)piperidine-1-carboxylic acid tert-butyl ester